(3R,5R)-3-Methyl-5-quinolin-5-yl-piperidine-1-carboxylic acid (1-methyl-piperidin-4-yl)-amide CN1CCC(CC1)NC(=O)N1C[C@@H](C[C@@H](C1)C1=C2C=CC=NC2=CC=C1)C